aluminum phenylethylphosphinate salt C1(=CC=CC=C1)CCP([O-])=O.[Al+3].C1(=CC=CC=C1)CCP([O-])=O.C1(=CC=CC=C1)CCP([O-])=O